C(C)(=O)N1CCN(CC1)C=1C=2N(C=C(C1)C1CC1)C=C(N2)CNC2=CC(=NC=N2)NC(=O)[C@@H]2[C@H](C2)C2=CC(=CC=C2)Cl (1S,2S)-N-(6-(((8-(4-acetylpiperazin-1-yl)-6-cyclopropylimidazo[1,2-a]pyridin-2-yl)methyl)amino)pyrimidin-4-yl)-2-(3-chlorophenyl)cyclopropane-1-carboxamide